L-α-methyl-i-butylglycine C[C@H](NCC(C)C)C(=O)O